4-(4-(5-(2-Chloro-4-fluorophenyl)-4,5-dihydro-1H-pyrazol-3-yl)phenoxy)-N-methylpicolinamide ClC1=C(C=CC(=C1)F)C1CC(=NN1)C1=CC=C(OC2=CC(=NC=C2)C(=O)NC)C=C1